N-(2-aminophenyl)-6-(7-methoxyquinolin-4-yloxy)-1-naphthalenamide NC1=C(C=CC=C1)NC(=O)C1=CC=CC2=CC(=CC=C12)OC1=CC=NC2=CC(=CC=C12)OC